BrC=1C=C(C=2N(C1)N=CC2C#N)N2CC(CC2)NC([O-])=O (1-(6-bromo-3-cyanopyrazolo[1,5-a]pyridin-4-yl)pyrrolidin-3-yl)carbamate